3-(2-Fluoro-3-methyl-4-morpholino-anilino)-5-(methylamino)-6-(3-methylimidazo[4,5-c]pyridin-7-yl)pyrazin-2-carboxamid FC1=C(NC=2C(=NC(=C(N2)NC)C=2C3=C(C=NC2)N(C=N3)C)C(=O)N)C=CC(=C1C)N1CCOCC1